NC(CCC1CC1)(C1=NC(=CC=C1)C#N)C=1C=CC(=C(C1)NC(=O)C1=CC(=NN1C1=CC(=CC=C1)CN)C(F)(F)F)F (+)-N-(5-(1-amino-1-(6-cyanopyridin-2-yl)-3-cyclopropyl-propyl)-2-fluorophenyl)-1-(3-(aminomethyl)phenyl)-3-(trifluoromethyl)-1H-pyrazole-5-carboxamide